Cl.N=1C(C=C2C=CC=CC12)=O Indol-2-one hydrochloride